FC(N1C=C(C=2C1=NC=C(C2)NC(C=C)=O)C#CC2=CC=C(C=C2)C)F N-(1-(Difluoromethyl)-3-(p-tolylethynyl)-1H-pyrrolo[2,3-b]pyridin-5-yl)acrylamide